5-(2-(1,4-diazepan-1-yl)-4-methoxyphenyl)-3-(2-methyl-4-(1-methyl-4-(trifluoromethyl)-1H-imidazol-2-yl)phenyl)-1,2,4-oxadiazole N1(CCNCCC1)C1=C(C=CC(=C1)OC)C1=NC(=NO1)C1=C(C=C(C=C1)C=1N(C=C(N1)C(F)(F)F)C)C